tert-butyl 2-ethylpiperazine-1-carboxylate C(C)C1N(CCNC1)C(=O)OC(C)(C)C